8-chloro-6-(trifluoromethyl)imidazo[1,5-a]Pyridine ClC=1C=2N(C=C(C1)C(F)(F)F)C=NC2